ClC=1C(=C2CN(CC2=CC1)C(C1=C(C=C(C(=C1)C)O)O)=O)N(C(\C=C\CN(C)C)=O)C (E)-N-(5-Chloro-2-(2,4-dihydroxy-5-methylbenzoyl)isoindolin-4-yl)-4-(dimethyl-amino)-N-methylbut-2-enamide